2-Cyclopent-2-en-1-ylacetic acid [(E)-but-2-enyl] ester C(\C=C\C)OC(CC1C=CCC1)=O